7a-(4-bromophenyl)-6-(((2-fluoroethyl)(methyl)amino)methyl)-4-methoxy-7-phenyl-5,6,7,7a-tetrahydro-4bH-cyclopenta[4,5]furo[2,3-c]pyridine-4b,5-diol BrC1=CC=C(C=C1)C12C(C3=C(C=NC=C3OC)O1)(C(C(C2C2=CC=CC=C2)CN(C)CCF)O)O